ethyl 4-oxo-2-(1,1,2,2,2-pentafluoroethyl)-1H-imidazo[1,2-a]1,8-naphthyridine-8-carboxylate O=C1C=2C=CC=3N(C2NC(=C1)C(C(F)(F)F)(F)F)C=C(N3)C(=O)OCC